(pyromellitic acid) diimide C(C=1C(C(=O)O)=CC(C(=O)O)=C(C(O)=N)C1)(O)=N